C1(CC1)C1=CC(=C(S1)C1=C(C(=O)O)C=CC=C1)C1=C(C(=CC=C1)F)F 2-(5-cyclopropyl-3-(2,3-difluorophenyl)thiophen-2-yl)benzoic acid